BrC=1C=CC(=NC1F)N 5-Bromo-6-fluoro-pyridin-2-ylamine